5-(3-(2-fluoroethyl)-2-methyl-3H-imidazo[4,5-b]pyridin-5-yl)-N-(2-oxaspiro[3.3]heptan-6-yl)pyrrolo[2,1-f][1,2,4]triazin-2-amine FCCN1C(=NC=2C1=NC(=CC2)C=2C=CN1N=C(N=CC12)NC1CC2(COC2)C1)C